methylisothiazolone CN1C(=O)C=CS1